C(C)(C)(C)OC(=O)N[C@H](C(=O)O)[C@@H]1CC(CCC1)(F)F (S)-2-((tert-Butoxycarbonyl)amino)-2-((S)-3,3-difluorocyclohexyl)acetic acid